(R)-N-(4-cyclobutyl-5-(2-fluorophenyl)-1-methyl-1H-pyrazol-3-yl)-2,2-difluorocyclopropane-1-carboxamide C1(CCC1)C=1C(=NN(C1C1=C(C=CC=C1)F)C)NC(=O)[C@@H]1C(C1)(F)F